ClC1=NC=C2C(=C(C=NC2=C1F)[N+](=O)[O-])N1C(CN(C(C1)CS(=O)(=O)C)C(=O)O)C(=O)O 4-(7-chloro-8-fluoro-3-nitro-1,6-naphthyridin-4-yl)-6-((methylsulfonyl)methyl)piperazine-1,3-dicarboxylic acid